Gulonate O=C([C@H](O)[C@H](O)[C@@H](O)[C@H](O)CO)[O-]